4-(4-fluorobenzoyl)-3-hydroxy-5-(3-phenoxyphenyl)-1-(3-pyridinyl-methyl)-1,5-dihydro-2H-pyrrol-2-one FC1=CC=C(C(=O)C2=C(C(N(C2C2=CC(=CC=C2)OC2=CC=CC=C2)CC=2C=NC=CC2)=O)O)C=C1